C(C)C=1C(NC=2C=C(C=NC2C1)CN1C=2C=CN=CC2C=CC1)=C=O (1R,6R)-5-((7-Ethyl-6-carbonyl-5,6-dihydro-1,5-naphthyridin-3-yl)methyl)-2,5-naphthyridin